4-bromo-2-ethylsulfanyl-6-methyl-yl-aniline BrC=1C=C(C(N)C(C1)=C)SCC